tert-butyl(3-(N-(6,7-dimethoxyquinazoline-4-yl)-S-methylsulfonimidoyl)phenyl)carbamate C(C)(C)(C)OC(NC1=CC(=CC=C1)S(=O)(=NC1=NC=NC2=CC(=C(C=C12)OC)OC)C)=O